(2-methyl-1,3-dioxolane-2-yl)butyl-N'-benzoyl-thiourea CC1(OCCO1)CCCCNC(=S)NC(C1=CC=CC=C1)=O